O1COC2=C1C=CC(=C2)NC2=NC(=NC1=CC=C(C=C21)NC(C2=CC(=C(C(=C2)OC)OC)OC)=O)C2=CC1=CC=CC=C1C=C2 N-(4-(Benzo[d][1,3]dioxol-5-ylamino)-2-(naphthalen-2-yl)quinazolin-6-yl)-3,4,5-trimethoxybenzamide